2-(2-(4-((2-aminophenyl)sulfonyl)-2-oxopiperazin-1-yl)acetamido)-N-(4-methoxyphenyl)-N-methyl-3-phenylpropionamide NC1=C(C=CC=C1)S(=O)(=O)N1CC(N(CC1)CC(=O)NC(C(=O)N(C)C1=CC=C(C=C1)OC)CC1=CC=CC=C1)=O